1-(6-((4-(((1S,2R)-2-aminocyclohexyl)amino)-5-(trifluoromethyl)pyrimidin-2-yl)amino)-3,4-dihydroisoquinolin-2(1H)-yl)-3-hydroxy-3-methylbutan-1-one N[C@H]1[C@H](CCCC1)NC1=NC(=NC=C1C(F)(F)F)NC=1C=C2CCN(CC2=CC1)C(CC(C)(C)O)=O